4,4-difluorocyclohexan-1-amine hydrochloride Cl.FC1(CCC(CC1)N)F